3,5,7-trimethyloctanal CC(CC=O)CC(CC(C)C)C